O=C1NC(CCC1N1C(C2=CC=CC(=C2C1=O)NCCCCCCCC(=O)N1CCN(CC1)C1=NC(=CC=C1)C1=CN=C2N1N=C(C=C2)N2[C@H](CCC2)C2=CC(=CC=C2)F)=O)=O 2-(2,6-Dioxopiperidin-3-yl)-4-((8-(4-(6-(6-((R)-2-(3-fluorophenyl)pyrrolidin-1-yl)imidazo[1,2-b]pyridazin-3-yl)pyridin-2-yl)piperazin-1-yl)-8-oxooctyl)amino)isoindoline-1,3-dione